hexahydropyrrolizin-7a-ylmethanamine C1CCN2CCCC12CN